N-methyl-5-[(2R,5S)-5-methyl-2-piperidyl]-1,3-benzothiazol-2-amine CNC=1SC2=C(N1)C=C(C=C2)[C@@H]2NC[C@H](CC2)C